3-(N-(3-methoxy-5-methylpyrazin-2-yl)sulfamoyl)pyridine COC=1C(=NC=C(N1)C)NS(=O)(=O)C=1C=NC=CC1